(2S,4S)-2-((difluoromethoxy)methyl)-4-(4-(trifluoromethyl)phenoxy)pyrrolidine FC(OC[C@H]1NC[C@H](C1)OC1=CC=C(C=C1)C(F)(F)F)F